N-(2,2-difluoroethyl)-5-(5-(4-methylpiperazin-1-yl)-1H-pyrrolo[2,3-b]pyridin-3-yl)pyrazolo[1,5-a]pyridine-3-carboxamide FC(CNC(=O)C=1C=NN2C1C=C(C=C2)C2=CNC1=NC=C(C=C12)N1CCN(CC1)C)F